CC1=C(C(=O)[O-])C=CC=C1F 2-Methyl-3-fluorobenzoate